CC1(NCCC(C1)N(C=1SC2=C(N1)C=CC(=C2)C2=CC1=CN(N=C1C=C2)C)C)C N-(2,2-Dimethylpiperidin-4-yl)-N-methyl-6-(2-methyl-2H-indazol-5-yl)-1,3-benzothiazol-2-amin